N1N=C(C=C1)S(=O)(=O)C=1C=C2C=NN(C(C2=CC1)=O)CC=1C(=NC=CC1)Cl 6-(1H-pyrazol-3-ylsulfonyl)-2-((2-chloropyridin-3-yl)methyl)phthalazin-1(2H)-one